1-(acetyloxy)ethylene C(C)(=O)OC=C